C(CCCCCCCCC(=O)OCCOCCCCCC)(=O)OCCOCCCCCC bis(2-hexyloxyethyl) sebacate